O=C1NC(CCC1N1C(C2=CC=CC(=C2C1)NC1CCC(CC1)CNC(OC(C)(C)C)=O)=O)=O tert-butyl ((4-((2-(2,6-dioxopiperidin-3-yl)-1-oxoisoindolin-4-yl)amino)cyclohexyl)methyl)carbamate